C1(=CCCC1)C1=CC(=C2C=CC=NC2=C1)C1(CC1)C=1C(=C(C(=O)N)C=C(C1)OCC1N(CC1)C)C (1-(7-(cyclopent-1-en-1-yl)quinolin-5-yl)cyclopropyl)-2-methyl-5-((1-methylazetidin-2-yl)methoxy)benzamide